8-[2-aminoethyl-[(7R,11R)-3,7,11,15-tetramethylhexadecyl]amino]octanoate NCCN(CCCCCCCC(=O)[O-])CCC(CCC[C@@H](CCC[C@@H](CCCC(C)C)C)C)C